(R)-2-ethoxypropan-1-amine hydrochloride Cl.C(C)O[C@@H](CN)C